C1(CC1)C1=CC(=NN1CCC(=O)O)C1=NC(=NO1)C1(CC1)C1=C(C=CC=C1)C 3-(5-cyclopropyl-3-(3-(1-(o-tolyl)cyclopropyl)-1,2,4-oxadiazol-5-yl)-1H-pyrazol-1-yl)propanoic acid